7-(1-propenylpiperidin-4-yl)-2-(4-(4-bromophenoxy)phenyl)-1H-imidazo[1,2-b]pyrazole-3-carboxamide C(=CC)N1CCC(CC1)C1=C2N(N=C1)C(=C(N2)C2=CC=C(C=C2)OC2=CC=C(C=C2)Br)C(=O)N